(E)-3-(Dimethylamino)-1-(3-methyloxetan-3-yl)propane-2-en-1-one CN(/C=C/C(=O)C1(COC1)C)C